2,3-divinyl-naphthalene C(=C)C1=CC2=CC=CC=C2C=C1C=C